CC1(C(CC2=CC=CC=C12)NC=1C=CC(=NC1)[C@@H](C(F)(F)F)N(C(=O)C1CNC(CC1)=O)C)C N-((1S)-1-(5-((1,1-dimethyl-2,3-dihydro-1H-inden-2-yl)amino)pyridin-2-yl)-2,2,2-trifluoroethyl)-N-methyl-6-oxopiperidine-3-carboxamide